FC(C=1C=C(C=CC1)N1CCC(CC1)C(=O)O)F 1-[3-(difluoromethyl)phenyl]piperidine-4-carboxylic acid